(R)-3-cyclopropyl-5-(5-(1-(3,5-dimethylpyridazin-4-yl)ethoxy)-6-methoxy-1H-indazol-3-yl)benzonitrile C1(CC1)C=1C=C(C#N)C=C(C1)C1=NNC2=CC(=C(C=C12)O[C@H](C)C1=C(N=NC=C1C)C)OC